3-(6-(4-(dimethoxymethyl)piperidin-1-yl)-1-oxoisoindolin-2-yl)piperidine-2,6-dione COC(C1CCN(CC1)C1=CC=C2CN(C(C2=C1)=O)C1C(NC(CC1)=O)=O)OC